CNC=1N=CC(=C2C=C(N=CC12)NC1=CC=CC(=N1)OCCC(=O)O)C=1OC2=C(N1)C(=CC=C2)NC 3-[[6-[[8-(methylamino)-5-[4-(methylamino)-1,3-benzoxazol-2-yl]-2,7-naphthyridin-3-yl]amino]-2-pyridyl]oxy]propanoic acid